3-(9-((4-(aminomethyl)phenyl)carbamoyl)-4,5-dihydrobenzo[b]thieno[2,3-d]oxepin-8-yl)-6-(((1-methylcyclopropyl)methyl)carbamoyl)picolinic acid NCC1=CC=C(C=C1)NC(=O)C1=CC2=C(OCCC3=C2SC=C3)C=C1C=1C(=NC(=CC1)C(NCC1(CC1)C)=O)C(=O)O